2-chloro-5-methyl-4-[3-(trifluoromethyl)phenoxy]pyridine ClC1=NC=C(C(=C1)OC1=CC(=CC=C1)C(F)(F)F)C